FC1=C2C(N(C(C2=CC=C1)=O)CC1CCN(CC1)CCC(=O)N(C1=CC=C(C2=NON=C21)[N+](=O)[O-])CC2=CC=C(C=C2)F)=O 3-(4-((4-Fluoro-1,3-dioxoisoindolin-2-yl)methyl)piperidin-1-yl)-N-(4-fluorobenzyl)-N-(7-nitrobenzo[c][1,2,5]oxadiazol-4-yl)propanamide